NC1=NC(=NC2=C(C(=C(C=C12)OC)OC)F)N1CCN(CC1)C(=O)OC(C)(C)C tert-Butyl 4-(4-amino-8-fluoro-6,7-dimethoxyquinazolin-2-yl)piperazine-1-carboxylate